FC1=C(OC2=C(C=C3C=NN(C3=C2)C)C(=O)N)C=CC(=C1)OCCC(N1CC(NCC1)=O)=O 6-[2-fluoro-4-[3-oxo-3-(3-oxopiperazin-1-yl)propoxy]phenoxy]-1-methyl-indazole-5-carboxamide